C(C)(C)(C)C=1C(=NSC1)O 4-(tert-butyl)isothiazol-3-ol